(S*)-8-((2,2-Difluoroethoxy)methyl)-11,11-difluoro-N-(4-fluoro-3-(trifluoromethyl)phenyl)-3,4,8,9,10,11-hexahydro-1H-pyrido[4',3':3,4]pyrazolo[1,5-a]azepine-2(7H)-carboxamide FC(COC[C@H]1CCC(C=2N(C1)N=C1C2CN(CC1)C(=O)NC1=CC(=C(C=C1)F)C(F)(F)F)(F)F)F |o1:5|